N(=[N+]=[N-])CCCC1=C(C=C(C=C1B1OC(C(O1)(C)C)(C)C)O)Cl 4-(3-azidopropyl)-3-chloro-5-(4,4,5,5-tetramethyl-1,3,2-dioxaborolan-2-yl)phenol